3-(1H-benzimidazol-2-yl)-1-({8-fluoro-7-[(2-fluoro-4-iodophenyl)amino]imidazo[1,2-a]pyridin-6-yl}carbonyl)azetidin-3-ol N1C(=NC2=C1C=CC=C2)C2(CN(C2)C(=O)C=2C(=C(C=1N(C2)C=CN1)F)NC1=C(C=C(C=C1)I)F)O